8-chloro-3-ethyl-6-fluoro-2-(1-(4-methyl-1,4-diazepan-1-yl)butyl)quinazolin-4(3H)-one ClC=1C=C(C=C2C(N(C(=NC12)C(CCC)N1CCN(CCC1)C)CC)=O)F